[C@H]12CN(C[C@H](CC1)N2)C2=NC(=NC1=CC(=CC=C21)C=2C(=CC=C1C=NNC21)C)OC[C@]21CCCN1C[C@@H](C2)F 4-((1R,5S)-3,8-diazabicyclo[3.2.1]octan-3-yl)-2-(((2R,7aS)-2-fluorotetrahydro-1H-pyrrolizin-7a(5H)-yl)methoxy)-7-(6-methyl-1H-indazol-7-yl)quinazoline